C(C1=CC=CC=C1)OC(=O)N1CCC(CC1)C1=CC2=C(NC(O2)=O)C=C1 4-(2-oxo-3H-1,3-benzoxazol-6-yl)piperidine-1-carboxylic acid benzyl ester